BrC1=CC=C2C(=CC(=NC2=C1)OC[C@]12CCCN2C[C@@H](C1)F)Cl 7-Bromo-4-chloro-2-(((2R,7aS)-2-fluorotetrahydro-1H-pyrrolizin-7a(5H)-yl)methoxy)quinoline